ClC=1C2=C(C3=C(CC(S(N3)(=O)=O)(C)C)C1)NC=C2Cl 6,7-dichloro-3,3-dimethyl-4,9-dihydro-1H-pyrrolo[3,2-h][2,1]benzothiazine 2,2-dioxide